FC=1C(=NC=C(C1)F)CNC(=O)C1=CN=C(S1)N1CCC(CC1)N1CC(CCC1)CCC N-[(3,5-difluoro-pyridin-2-yl)methyl]-2-(3-propyl-[1,4'-bipiperidin]-1'-yl)-1,3-thiazole-5-carboxamide